BrC1=CC=C(CP(O)(O)=O)C=C1 4-bromobenzylphosphonic acid